ClC=1C=CC(=C(C1)C1=CC(N(C=C1OC)C(C(=O)NC=1C=CC(=NC1)C(=O)NC)CC1OCCOC1)=O)C1=NOCC1 5-{[2-{4-[5-chloro-2-(4,5-dihydro-1,2-oxazol-3-yl)phenyl]-5-methoxy-2-oxopyridin-1(2H)-yl}-3-(1,4-dioxan-2-yl)propionyl]amino}-N-methylpyridine-2-carboxamide